4,4'-bis(2-sulfonatostyryl)-biphenyl S(=O)(=O)([O-])C1=C(C=CC2=CC=C(C=C2)C2=CC=C(C=C2)C=CC2=C(C=CC=C2)S(=O)(=O)[O-])C=CC=C1